N1N=CC2=CC=C(C=C12)C(=O)NC=1C=CC(=C(C1)NC(=O)C1=NOC(=C1)C)C N-(5-(1H-indazole-6-carboxamido)-2-methylphenyl)-5-methylisoxazole-3-carboxamide